C(C)(=O)N1CC(C2=CC(=CC=C12)OCC1=CC=CC=C1)=O 1-acetyl-5-(benzyloxy)indolin-3-one